(2s,5r)-1-benzyl-2-methyl-5-propylpiperazine C(C1=CC=CC=C1)N1[C@H](CN[C@@H](C1)CCC)C